ClC1=NN(C2=NC(=NC=C21)SC)CC 3-chloro-1-ethyl-6-(methylthio)-1H-pyrazolo[3,4-d]pyrimidine